ClC=1C(=C(C=CC1)C1(CC1)CN1[C@@H](C[C@@](CC1)(C(=O)O)CC1=NC(=CC=C1F)NC1=NNC(=C1)C)C)F (2R,4R)-1-((1-(3-chloro-2-fluorophenyl)cyclopropyl)methyl)-4-((3-fluoro-6-((5-methyl-1H-pyrazol-3-yl)amino)pyridin-2-yl)methyl)-2-methylpiperidine-4-carboxylic acid